C(C)(=O)N1CC(N(CC1)CC=1N(C2=NC(=NC(=C2N1)N1CCOCC1)N1C(=NC2=C1C=CC=C2)CC)C)=O 4-acetyl-1-((2-(2-ethyl-1H-benzoimidazol-1-yl)-9-methyl-6-morpholinyl-9H-purin-8-yl)methyl)piperazin-2-one